O=C(CCCCC(=O)N)C(=O)N 6-oxoheptanediamide